2-methyl-5-((4-(7-methylimidazo[1,2-a]pyridin-6-yl)piperidin-1-yl)sulfonyl)oxazole CC=1OC(=CN1)S(=O)(=O)N1CCC(CC1)C=1C(=CC=2N(C1)C=CN2)C